CC1(OB(OC1(C)C)C=1C=NN(C1)[C@@H]1CN(CC1)C(=O)[O-])C (S)-3-(4-(4,4,5,5-tetramethyl-1,3,2-dioxaborolan-2-yl)-1H-pyrazol-1-yl)pyrrolidine-1-carboxylate